2-Thioxo-1-(2-((2R,4R)-4-(trifluoromethyl)piperidin-2-yl)benzyl)-1,2,3,5-tetrahydro-4H-pyrrolo[3,2-d]pyrimidin-4-one S=C1NC(C2=C(N1CC1=C(C=CC=C1)[C@@H]1NCC[C@H](C1)C(F)(F)F)C=CN2)=O